CC1=C(C(=O)OC)C=CC(=C1)NC1=CC(=CC(=C1)C1CCCCC1)C1CCCCC1 methyl 2-methyl-4-((3,5-dicyclohexylphenyl) amino)-benzoate